C(CCC)OC(N(CCC1=CC(=CC=C1)OC1=CC=CC=C1)CCCN)=O butyl-(3-aminopropyl)(3-phenoxyphenethyl)carbamate